ClC1=NC(=NC(=C1)C1=CC=CC=C1)NS(=O)(=O)C1=CC=CC=C1 N-(4-chloro-6-phenyl-pyrimidin-2-yl)benzenesulfonamide